N-(4-(benzyloxy)-3-fluorophenyl)-1-cyclopropyl-5-(4-fluorophenyl)-6-methyl-4-oxo-1,4-dihydropyridine-3-carboxamide C(C1=CC=CC=C1)OC1=C(C=C(C=C1)NC(=O)C1=CN(C(=C(C1=O)C1=CC=C(C=C1)F)C)C1CC1)F